naphthalene diisocyanate [N-]=C=O.[N-]=C=O.C1=CC=CC2=CC=CC=C12